C(#N)C1=CC(=C(OCC2=CC=CC(=N2)OC2=CC(=C(C=C2)CC2=NC3=C(N2CC2(CC2)CC#N)C=C(C=C3F)C(=O)O)F)C=C1)F 2-{[4-({6-[(4-cyano-2-fluorophenoxy)methyl]pyridin-2-yl}oxy)-2-fluorophenyl]methyl}-1-{[1-(cyanomethyl)cyclopropyl]methyl}-4-fluoro-1H-1,3-benzodiazole-6-carboxylic acid